CC(CCCO)CCCC(C)C 4,8-dimethyl-1-nonanol